FC1=C(C=CC(=C1)I)NC=1N(C(C=C(C1C(=O)N)OC1=CC(=CC=C1)CN1C(NCC1)=O)=O)C ((2-fluoro-4-iodophenyl)amino)-1-methyl-6-oxo-4-(3-((2-oxoimidazolin-1-yl)methyl)phenoxy)-1,6-dihydropyridine-3-carboxamide